BrC=1C=C(C=C2C(N(C(NC12)=O)C1CC(OCC1)(C)C)=O)C 8-bromo-3-(2,2-dimethyloxan-4-yl)-6-methyl-1H-quinazoline-2,4-dione